NC1(CC(C1)(C)O)C1=C(C=C(C=N1)C=1C=CC2=C(C1)N1[C@H]3C4=C(C(N([C@@H](C1=N2)C3)C)=O)C=CC=C4OC(F)F)F (7R,14R)-11-[6-(cis-1-amino-3-hydroxy-3-methylcyclobutyl)-5-fluoropyridin-3-yl]-1-(difluoromethoxy)-6-methyl-6,7-dihydro-7,14-methanobenzimidazo[1,2-b][2,5]-benzodiazocin-5(14H)-one